COC=1C(=NC=C(C1)[N+](=O)[O-])C#N methoxy-5-nitro-pyridine-2-carbonitrile